6-Amino-3-((1R,3S,4S)-4'-chloro-3-hydroxy-4-methoxy-1',2'-dihydrospiro[cyclopentane-1,3'-pyrrolo[2,3-b]pyridin]-5'-yl)-2-fluoro-N,N-dimethylbenzamide NC1=CC=C(C(=C1C(=O)N(C)C)F)C=1C(=C2C(=NC1)NC[C@@]21C[C@@H]([C@H](C1)OC)O)Cl